N-((4R,5S,7R,8R,9S,10R)-8,10-dihydroxy-7-(hydroxymethyl)-9-(4-(3,4,5-trifluorophenyl)-1H-1,2,3-triazol-1-yl)-1,6-dioxaspiro[4.5]decan-4-yl)-2-phenylacetamide O[C@H]1[C@H](O[C@@]2([C@@H](CCO2)NC(CC2=CC=CC=C2)=O)[C@@H]([C@H]1N1N=NC(=C1)C1=CC(=C(C(=C1)F)F)F)O)CO